sodium 3-(2,4-difluorophenyl)-2-methylpyrazolo[1,5-a]pyrimidine-7-ol FC1=C(C=CC(=C1)F)C=1C(=NN2C1N=CC=C2O)C.[Na]